(E)-tert-butyldimethyl((3-(4,4,5,5-tetramethyl-1,3,2-dioxaborolan-2-yl)allyl)oxy)silane C(C)(C)(C)[Si](OC\C=C\B1OC(C(O1)(C)C)(C)C)(C)C